O1N=C(CC12CCCCC2)C[C@H]2O[C@@H]([C@@H]([C@@H]([C@H]2O)N2N=NC(=C2)C2=CC(=C(C(=C2)F)F)F)O)CO (2R,3R,4R,5R,6R)-2-((1-Oxa-2-azaspiro[4.5]dec-2-en-3-yl)methyl)-6-(hydroxymethyl)-4-(4-(3,4,5-trifluorophenyl)-1H-1,2,3-triazol-1-yl)tetrahydro-2H-pyran-3,5-diol